5-[4-(1-cyanocyclopropyl)phenyl]-3-(ethylsulfanyl)pyridine-2-carboxylic acid methyl ester COC(=O)C1=NC=C(C=C1SCC)C1=CC=C(C=C1)C1(CC1)C#N